(S)-4-(11-(3-Aminopyrrolidin-1-yl)-7,8,9,10-tetrahydro-6H-cyclohepta[b]quinolin-2-yl)-N-cyclopropylpyridinamide hydrochloride Cl.N[C@@H]1CN(CC1)C1=C2C(=NC3=CC=C(C=C13)C1=CC(=NC=C1)C(=O)NC1CC1)CCCCC2